C(C1=CC=CC=C1)O[C@@H]1CO[C@H]2[C@@H]1OC[C@H]2OC2=CC=C(C=C2)C=2N(C(C(=CN2)NC(=O)C2=CN=C(S2)C2=CC=CC=C2)=O)CC(=O)OC methyl 2-(2-(4-(((3R,3aR,6R,6aR)-6-(benzyloxy)hexahydrofuro[3,2-b]furan-3-yl)oxy)phenyl)-6-oxo-5-(2-phenylthiazole-5-carboxamido)pyrimidin-1(6H)-yl)acetate